O=C1C(CCN(CC1)C(=O)OC(C)(C)C)C(=O)OCC 1-(tert-butyl) 4-ethyl 5-oxoazepane-1,4-dicarboxylate